N1C(C=NC2=CC=CC=C12)=O Quinoxaline-2(1H)-one